7-(trifluoromethyl)benzo[b]-thieno[2,3-f][1,4]oxazepin-10(9H)-one FC(C1=CC2=C(OC3=C(C(N2)=O)SC=C3)C=C1)(F)F